2-azido-1-[3-(trifluoromethyl)phenyl]ethane-1-amine hydrochloride Cl.N(=[N+]=[N-])CC(N)C1=CC(=CC=C1)C(F)(F)F